BrC=1N(C=C(N1)C)C(C)C 2-Bromo-1-isopropyl-4-methyl-1H-imidazole